ClC=1C=CC(=C(CC=2NC(=NN2)C(=O)NC2=NC=CC(=C2)C2=C(C=CC(=C2)OCCCC(C)(C)O)Cl)C1)F 5-(5-chloro-2-fluorobenzyl)-N-(4-(2-chloro-5-((4-hydroxy-4-methylpentyl)oxy)phenyl)pyridin-2-yl)-4H-1,2,4-triazole-3-carboxamide